CC(C#C)(CC\C=C(/CCCC(CCC=C(C)C)C)\C)O (Z)-3,7,11,15-tetramethylhexadeca-6,14-dien-1-yn-3-ol